Methyl 3-(2-(((benzyloxy)carbonyl)amino)-2-(4,4-difluorocyclohexyl)acetamido)-4-hydroxybenzoate C(C1=CC=CC=C1)OC(=O)NC(C(=O)NC=1C=C(C(=O)OC)C=CC1O)C1CCC(CC1)(F)F